ethylaluminum bis(caprylate) C(CCCCCCC)(=O)[O-].C(CCCCCCC)(=O)[O-].C(C)[Al+2]